C(C)(=O)C=1C=C(C=CC1)NC(=O)C=1N(N=CC1C(=O)NC1=CC(=CC=C1)C(C)=O)C 2-Methyl-2H-pyrazole-3,4-dicarboxylic acid bis-[(3-acetyl-phenyl)-amide]